1-anilino-3-{1-ethyl-5-[(tetrahydro-2H-pyran-4-ylamino)methyl]-1H-indol-2-yl}-2-propyne N(C1=CC=CC=C1)CC#CC=1N(C2=CC=C(C=C2C1)CNC1CCOCC1)CC